Ethyl 5-[1-(2-fluoro-4-methoxy-phenyl)-3-(trifluoromethyl)pyrazol-4-yl]-1-methyl-imidazole-2-carboxylate FC1=C(C=CC(=C1)OC)N1N=C(C(=C1)C1=CN=C(N1C)C(=O)OCC)C(F)(F)F